C(C)(=O)NNC1=CC=C(C=C1)Br 1-acetyl-2-(p-bromophenyl)hydrazine